1-{[2-(difluoromethyl)-6-(5-fluoro-1H-pyrrolo[2,3-b]pyridin-3-yl)pyridin-3-yl]oxy}-2,4-dimethylpentan-2-amine tri-hydrochloride Cl.Cl.Cl.FC(C1=NC(=CC=C1OCC(CC(C)C)(N)C)C1=CNC2=NC=C(C=C21)F)F